ClC1=C(N=C(S1)NC(=O)C=1C=NN(C1C(F)(F)F)C1=C2C=CN=C(C2=CC=C1)OC)N1N=CN=C1 N-(5-chloro-4-(1H-1,2,4-triazol-1-yl)thiazol-2-yl)-1-(1-methoxyisoquinolin-5-yl)-5-(trifluoromethyl)-1H-pyrazole-4-carboxamide